(Z)-Methyl 1-acetyl-3-(((4-((2-bromoethoxy)(methyl)carbamoyl)phenyl)amino)(phenyl)methylene)-5-methyl-2-oxoindoline-6-carboxylate C(C)(=O)N1C(\C(\C2=CC(=C(C=C12)C(=O)OC)C)=C(\C1=CC=CC=C1)/NC1=CC=C(C=C1)C(N(C)OCCBr)=O)=O